ethyl 5-(4-(bis(4-chlorophenyl)amino)butyl)isoxazole-3-carboxylate ClC1=CC=C(C=C1)N(CCCCC1=CC(=NO1)C(=O)OCC)C1=CC=C(C=C1)Cl